1-(tetrahydro-2H-pyran-2-yl)-1H-pyrazole-5-sulfinic acid lithium salt [Li+].O1C(CCCC1)N1N=CC=C1S(=O)[O-]